C(C)(C)(C)OC(=O)C1C(C(CCC1)=O)N 3-tert-butoxycarbonyl-aminocyclohexanone